ClC1=CC=C(C(=N1)C=1C=NN(C1)C1CN(CCC1)C)NC(C)C=1C=C(C=C2C(N3CCCN4N=CC(C12)=C43)=O)C 10-(1-((6-chloro-2-(1-(1-methylpiperidin-3-yl)-1H-pyrazol-4-yl)pyridin-3-yl)amino)ethyl)-8-methyl-4,5-dihydro-3H,6H-2,2a,5a-triazaaceanthrylen-6-one